CCC(CC)N1C(C=CC2=C1N=CN=C2)=O 8-(pent-3-yl)pyrido[2,3-d]pyrimidin-7(8H)-one